[N+](=O)([O-])C1=CC=C(C(=O)NC2CCC(CC2)NC(C2=CC=C(C=C2)[N+](=O)[O-])=O)C=C1 N,N'-bis(4-nitrobenzoyl)cyclohexane-1,4-diamine